2-[4-({4-amino-1-[2-(2-aminoethoxy)-2-methylpropyl]-2-(ethoxymethyl)imidazo[4,5-c]quinolin-7-yl}methyl)phenyl]acetamide NC1=NC=2C=C(C=CC2C2=C1N=C(N2CC(C)(C)OCCN)COCC)CC2=CC=C(C=C2)CC(=O)N